tert-butyl ((2-chloropyridin-4-yl)methyl)carbamate ClC1=NC=CC(=C1)CNC(OC(C)(C)C)=O